FC1=CC=2[C@@H]3C[C@H](CN3C=3C=CN4N=CC(C(NC[C@H](COC2C=C1)O)=O)=C4N3)O (4R,6S,15R)-9-fluoro-4,15-dihydroxy-13-oxa-2,17,21,22,25-pentaazapentacyclo[17.5.2.02,6.07,12.022,26]hexacosa-1(25),7(12),8,10,19(26),20,23-heptaen-18-one